C(C)(C)(C)OC(=O)N1[C@@H](C[C@H](C1)O)C=1SC2=C(N1)C=C(C=C2)OC (2S,4R)-4-hydroxy-2-(5-methoxybenzo[d]thiazol-2-yl)pyrrolidine-1-carboxylic acid tert-butyl ester